1-(4-((Bis(7-(biotinylamino)heptyl)amino)methyl)phenyl)-1-oxo-5,8,11-trioxa-2-azatetradecan-14-oic Acid C(CCCC[C@@H]1SC[C@@H]2NC(=O)N[C@H]12)(=O)NCCCCCCCN(CCCCCCCNC(CCCC[C@@H]1SC[C@@H]2NC(=O)N[C@H]12)=O)CC1=CC=C(C=C1)C(NCCOCCOCCOCCC(=O)O)=O